5-(trifluoromethyl)azepan-2-one FC(C1CCC(NCC1)=O)(F)F